4-(methyl-(pyrrolidin-3-yl)amino)-1-(benzenesulfonyl)-1H-pyrrolo[2,3-b]pyridine-5-carbonitrile CN(C1=C2C(=NC=C1C#N)N(C=C2)S(=O)(=O)C2=CC=CC=C2)C2CNCC2